[SH2]=N.FC(F)F.FC(F)F bis(trifluoromethane) sulfimide salt